C1(=CC=CC=C1)C(C)(C)C1=CC=C(OCCCC(C)C2=CC=NC=C2)C=C1 4-(5-(4-(2-phenylprop-2-yl)phenoxy)pentan-2-yl)pyridine